(S)-2-((2-((1-ethoxy-3,3-dimethyl-1,3-dihydrobenzo[c][1,2]oxaborol-5-yl)amino)-5-(1,3,4-oxadiazol-2-yl)pyrimidin-4-yl)amino)-2-phenylethan-1-ol C(C)OB1OC(C2=C1C=CC(=C2)NC2=NC=C(C(=N2)N[C@H](CO)C2=CC=CC=C2)C=2OC=NN2)(C)C